6-(1H-benzo[d]imidazol-2-yl)picolinic acid N1C(=NC2=C1C=CC=C2)C2=CC=CC(=N2)C(=O)O